1-Methyl-N'-(((R)-3-methyl-1,2,3,5,6,7-hexahydrodicyclopenta[b,e]pyridin-8-yl)carbamoyl)-1H-pyrazole-3-sulfonimidamide CN1N=C(C=C1)S(=O)(N)=NC(NC1=C2C(=NC3=C1CCC3)[C@@H](CC2)C)=O